S1C(=NC2=NC=CC=C21)N2C[C@@H](CC2)NC2=NN=C(S2)NC(CC=2C=C(C=CC2)C)=O (R)-N-(5-((1-(thiazolo[4,5-b]pyridin-2-yl)pyrrolidin-3-yl)amino)-1,3,4-thiadiazol-2-yl)-2-(m-tolyl)acetamide